OC=1C=C(C2=CC=CC=C2C1)N1CC=2N=C(N=C(C2CC1)N1CCN(CC1)C(C=C)=O)OC[C@@H]1N(CCC1)C (R)-1-(4-(7-(3-hydroxynaphthalen-1-yl)-2-((1-methylpyrrolidin-2-yl)methoxy)-5,6,7,8-tetrahydropyrido[3,4-d]pyrimidin-4-yl)piperazin-1-yl)prop-2-en-1-one